4-(2-(6-(2,6-dichloro-4-(trifluoromethyl)phenyl)-4-methylene-1,1-dioxido-1,2,6-thiadiazinane-2-yl)acetamido)adamantane-1-carboxamide ClC1=C(C(=CC(=C1)C(F)(F)F)Cl)N1CC(CN(S1(=O)=O)CC(=O)NC1C2CC3(CC(CC1C3)C2)C(=O)N)=C